C(C)(C)O[Si](OC(C)C)(OC(C)C)C(C(=S)O)C.CO[Si](OC)(OC)CCC(=S)O.N(=[N+]=[N-])C1=CC=C(C[C@H](N)C(=O)O)C=C1 para-azidoPhenylalanine trimethoxysilylmethyl-thioacetate triisopropoxysilyl-methylthioacetate